O=C1N(N=C2COCCN21)C2=CC=C(C(=O)N)C=C2 4-(3-oxo-5,6-dihydro-3H-[1,2,4]triazolo[3,4-c][1,4]oxazin-2(8H)-yl)benzamide